C(C#CC)(=O)N1C[C@@H](CC1)C1=NC(=C2N1C=CN=C2C(=O)N)C2=CC=C(C=C2)OC2=C(C(=CC=C2)OC)F (R)-3-(1-(but-2-ynoyl)pyrrolidin-3-yl)-1-(4-(2-fluoro-3-methoxyphenoxy)phenyl)imidazo[1,5-a]pyrazine-8-carboxamide